4-(1-(1H-Indole-4-carbonyl)-4-methylpiperazin-2-yl)benzoic acid N1C=CC=2C(=CC=CC12)C(=O)N1C(CN(CC1)C)C1=CC=C(C(=O)O)C=C1